hexylene glycol distearate C(CCCCCCCCCCCCCCCCC)(=O)OCCCCCCOC(CCCCCCCCCCCCCCCCC)=O